OCC1C(C(C2C(N=C(O2)CCC)O1)O)O 5-(hydroxymethyl)-2-propyl-5,6,7,7a-tetrahydro-3aH-pyrano[2,3-d]oxazole-6,7-diol